carbon manganese titanium vanadium sodium phosphate P(=O)([O-])([O-])[O-].[Na+].[V+5].[Ti+4].[Mn+2].[C+4]